C(C)(C)(C)OC(=O)N1CC(=CC1)C1=C(C(=C(C=C1)CC)C(=O)OC)F 3-(4-Ethyl-2-fluoro-3-(methoxycarbonyl)phenyl)-2,5-dihydro-1H-pyrrole-1-carboxylic acid tert-butyl ester